BrC1=CN=C(S1)COC1=CC=CC(=N1)C1=CC(=C(CC2=NC3=C(N2C[C@H]2OCC2)C=C(C=C3F)C(=O)OCC)C=C1F)F Ethyl (S)-2-(4-(6-((5-bromothiazol-2-yl)methoxy)pyridin-2-yl)-2,5-difluorobenzyl)-4-fluoro-1-(oxetan-2-ylmethyl)-1H-benzo[d]imidazole-6-carboxylate